C[C@@H]1CN(C[C@@H](C1)NC1=C2C(=NC=C1C1=NC(=NS1)C)NC=C2)C(CC#N)=O 3-((3S,5R)-3-methyl-5-((5-(3-methyl-1,2,4-thiadiazol-5-yl)-1H-pyrrolo[2,3-b]pyridin-4-yl)amino)piperidin-1-yl)-3-oxopropanenitrile